N-(3-((2-chloropyrimidin-4-yl)amino)-4-methoxyphenyl)acetamide ClC1=NC=CC(=N1)NC=1C=C(C=CC1OC)NC(C)=O